Cl.N[C@@H]1[C@H](CCC1)O (1S,2S)-2-aminocyclopentan-1-ol HCl